decyl (8-(didecylamino)octyl) phosphate P(=O)(OCCCCCCCCCC)(OCCCCCCCCN(CCCCCCCCCC)CCCCCCCCCC)[O-]